3-(quinolin-6-yl)propanamide N1=CC=CC2=CC(=CC=C12)CCC(=O)N